CC1=CC=C(O1)C=O 5-methyl-2-furaldehyde